4-methoxybenzyl-2'-deoxyuridine COC1=CC=C(C[C@@]2(C[C@H](O)[C@@H](CO)O2)N2C(=O)NC(=O)C=C2)C=C1